Br.C(C1=CC(C(=O)O)=CC=C1)(=O)OCCCCCC hexyl isophthalate, hydrobromide